N[C@]1(CN(CC1)C=1C=C2CN3[C@@H](C2=CC1)CN(C[C@H]3C)C=3C=1N(C(=CC3)C#N)N=CC1)C 4-[(4R,10bS)-8-[(3R)-3-amino-3-methyl-pyrrolidin-1-yl]-4-methyl-3,4,6,10b-tetrahydro-1H-pyrazino[2,1-a]isoindol-2-yl]pyrazolo[1,5-a]pyridine-7-carbonitrile